9-bromo-2-(2,6-dichlorophenyl)imidazo[2,1-f][1,6]naphthyridine-3-carboxamide BrC=1C=NC=2C=CN3C(C2C1)=NC(=C3C(=O)N)C3=C(C=CC=C3Cl)Cl